4-((7-bromo-8-chloro-8-fluoro-4-hydroxyquinazolin-5-yl)oxy)-3-(methylamino)butanenitrile BrC1C=C(C=2C(=NC=NC2C1(F)Cl)O)OCC(CC#N)NC